ClC=1C(=C(CN2CCC(CC2)(C(=O)O)CC2=NC(=NC(=C2F)C2CCC2)NC2=NNC(=C2)C)C=CC1)F 1-(3-chloro-2-fluorobenzyl)-4-((6-cyclobutyl-5-fluoro-2-((5-methyl-1H-pyrazol-3-yl)amino)pyrimidin-4-yl)methyl)piperidine-4-carboxylic acid